4-(7-fluoro-imidazo[1,2-a]pyridin-3-yl)-7-[[5-(3-morpholino-1-piperidyl)-2-pyridyl]amino]isoindolin-1-one FC1=CC=2N(C=C1)C(=CN2)C2=C1CNC(C1=C(C=C2)NC2=NC=C(C=C2)N2CC(CCC2)N2CCOCC2)=O